COC1=CC=C(C(C2=CC=CC=C2)(C2=CC=CC=C2)SOCC2=C(C(=O)[O-])C=CC=C2)C=C1 2-{[(4-methoxytritylthio)oxy]methyl}benzoate